5-{7-chloro-[1,2,4]triazolo[1,5-a]pyridin-5-yl}-6-methylpyridine-2-carbonitrile ClC1=CC=2N(C(=C1)C=1C=CC(=NC1C)C#N)N=CN2